CN1N=CC2=CC=C(C=C12)S(=O)(=O)N1N=C2C(=C1)CNC2 1-methyl-6-{2H,4H,5H,6H-pyrrolo[3,4-c]pyrazole-2-sulfonyl}-1H-indazole